C(C)N(CCCl)CC 2-(diethylamino)ethyl chloride